C1(CCC1)N1C2=CC=CC=C2C=2C=CC=CC12 N-cyclobutylcarbazole